(4-pyrrolidin-3-yl-phenyl)-amide hydrochloride Cl.N1CC(CC1)C1=CC=C(C=C1)[NH-]